C(C)(C)(C)OC(=O)N1CC=2N=C(N=C(C2CC1)N1C[C@@H](N([C@@H](C1)C)C(=O)OCC1=CC=CC=C1)CC#N)S(=O)(=O)C 4-((3S,5R)-4-((benzyloxy)carbonyl)-3-(cyanomethyl)-5-methylpiperazin-1-yl)-2-(methylsulfonyl)-5,6-dihydropyrido[3,4-d]pyrimidine-7(8H)-carboxylic acid tert-butyl ester